4-(1-t-butylperoxymethylethyl)benzophenone C(C)(C)(C)OOCC(C)C1=CC=C(C(=O)C2=CC=CC=C2)C=C1